O1C2=C(N(CC1)C(=O)C1=NC(=CN=C1)C=1C=NN(C1)C)C=CC=C2 (2,3-dihydro-4H-benzo[b][1,4]oxazin-4-yl)(6-(1-methyl-1H-pyrazol-4-yl)pyrazin-2-yl)methanone